2-(4-(hydroxymethyl)-2H-1,2,3-triazol-2-yl)-4-methylpyrimidine-5-carbonitrile OCC1=NN(N=C1)C1=NC=C(C(=N1)C)C#N